CC1=NN(C2=NC=C(C=C21)C)C2=CC=C(C=C2)C(F)(F)F 3,5-dimethyl-1-(4-trifluoromethylphenyl)-1H-pyrazolo[3,4-b]pyridine